(6-methylpyridin-2-yl)methanone CC1=CC=CC(=N1)C=O